O1C(CCCC1)OCC=1NC2=CC=C(C=C2C1)C(=O)O 2-(((Tetrahydro-2H-pyran-2-yl)oxy)methyl)-1H-indole-5-carboxylic acid